CC=1N=NNC1 4-methyl-1H-1,2,3-triazol